1-(((3-butyl-5-(4-fluorophenyl)-7-(methylthio)-1,1-dioxido-2,3,4,5-tetrahydro-1,2,5-benzothiadiazepin-8-yl)oxy)methyl)cyclopropane-1-carboxylic acid C(CCC)C1NS(C2=C(N(C1)C1=CC=C(C=C1)F)C=C(C(=C2)OCC2(CC2)C(=O)O)SC)(=O)=O